3-(2-chloro-3-(1,4-benzodioxan-6-yl)anilino)isothiazolo[4,5-b]pyrazine-6-methanol ClC1=C(NC2=NSC=3C2=NC=C(N3)CO)C=CC=C1C1=CC3=C(OCCO3)C=C1